2,2',2'',2'''-(((4'-(3-amino-4-methoxyphenyl)-[2,2':6',2''-terpyridine]-6,6''-diyl)bis(methylene))bis(nitrilo))tetraacetic acid NC=1C=C(C=CC1OC)C1=CC(=NC(=C1)C1=NC(=CC=C1)CN(CC(=O)O)CC(=O)O)C1=NC(=CC=C1)CN(CC(=O)O)CC(=O)O